COCCOCCOCC(=O)OC[C@]1(O[C@H](C[C@@H]1O)N1C2=NC(=NC(=C2N=C1)N)F)C#C ((2R,3S,5R)-5-(6-amino-2-fluoro-9H-purin-9-yl)-2-ethynyl-3-hydroxytetrahydrofuran-2-yl)methyl 2-(2-(2-methoxyethoxy)ethoxy)acetate